methyl-5-(1-methyl-1H-pyrrolo[2,3-c]pyridin-3-yl)-1H-pyrrole CN1C=CC=C1C1=CN(C2=CN=CC=C21)C